C(C(O)CO)C(C(C(=O)O)CCCCCCCCCCCC)(C(=O)O)CC(O)CO.C(CCCCCCCCCCC)(=O)OCC(COC(CCCCCCCCCCC)=O)OC(CCC(=O)O)=O 4-((1,3-bis(dodecanoyloxy)propan-2-yl)oxy)-4-oxobutanoic acid (diglyceryl lauryl succinate)